t-butylperoxy-2-ethylhexanoate C(C)(C)(C)OOC(C(=O)[O-])(CCCC)CC